FC=1C=C(C=CC1)CC1=CC=C(C=C1)NC(OCC=1C(=C2C(N(CC2=CC1)C1C(NC(CC1)=O)=O)=O)OC)=O [2-(2,6-dioxopiperidin-3-yl)-4-methoxy-3-oxo-2,3-dihydro-1H-isoindol-5-yl]methyl N-{4-[(3-fluorophenyl)methyl]phenyl}carbamate